N-(2-(4-(5,7-dimethoxy-4-oxo-3,4-dihydro-quinazolin-2-yl)-2,6-dimethylphenoxy)ethyl)-N-methylacetamide COC1=C2C(NC(=NC2=CC(=C1)OC)C1=CC(=C(OCCN(C(C)=O)C)C(=C1)C)C)=O